4,4'-Dicarboxydiphenyl ether C1=CC(=CC=C1C(=O)O)OC2=CC=C(C=C2)C(=O)O